2-bromo-N-(4-bromophenyl)-5-(4H-1,2,4-triazol-4-yl)benzamide BrC1=C(C(=O)NC2=CC=C(C=C2)Br)C=C(C=C1)N1C=NN=C1